(E)-4-(2-chloro-3-fluoro-phenyl)but-3-enoic acid ClC1=C(C=CC=C1F)/C=C/CC(=O)O